lithium 2-(1-(2,3-difluorophenyl)azetidin-3-yl)acetate FC1=C(C=CC=C1F)N1CC(C1)CC(=O)[O-].[Li+]